ClC=1N=C2C(=NC1N1CCC3([C@@H]([C@@H](OC3)C)NC(OC(C)(C)C)=O)CC1)N(N=C2C2=C(C(=NC=C2)NCC)Cl)C2OCCCC2 Tert-butyl (3S,4S)-8-(5-chloro-3-(3-chloro-2-(ethylamino)pyridin-4-yl)-1-(tetrahydro-2H-pyran-2-yl)-1H-pyrazolo[3,4-b]pyrazin-6-yl)-3-methyl-2-oxa-8-azaspiro[4.5]decan-4-ylcarbamate